C(CCCCCCCCCCCCCCC(C)C)(=O)O.CN(CCCCCCCCCCCC)C dimethyllaurylamine isostearate